Methyl 3-(((methylsulfonyl)oxy)methyl)piperidine-1-carboxylate CS(=O)(=O)OCC1CN(CCC1)C(=O)OC